trisButyl-tin (2-ethylhexanoate) C(C)C(C(=O)[O-])CCCC.C(CCC)[Sn+](CCCC)CCCC